C(CC)[SiH2]CCC di-propylsilane